methyl (2S)-5-cyclobutoxy-6-{1-[(3R*,4S*)-4-fluoropyrrolidin-3-yl]-1H-pyrazol-4-yl}-2-methyl-1,2,3,4-tetrahydroquinoline-1-carboxylate C1(CCC1)OC1=C2CC[C@@H](N(C2=CC=C1C=1C=NN(C1)[C@@H]1CNC[C@@H]1F)C(=O)OC)C |o1:20,24|